C(C)N(CC#CC1=CC=2N(C=C1)C(=NN2)[C@@H]2C[C@@H](CCC2)NC2=NC=C(C(=N2)OC2COC2)C(F)(F)F)CC N-[(1R,3S)-3-[7-[3-(diethylamino)prop-1-ynyl]-[1,2,4]triazolo[4,3-a]pyridin-3-yl]cyclohexyl]-4-(oxetan-3-yloxy)-5-(trifluoromethyl)pyrimidin-2-amine